C(C)(C)NCC1=C(C=CC=C1)C1=CC=C(C=C1)C=1C=CC2=C(NC(=N2)C)C1 6-(2'-((isopropylamino)Methyl)-[1,1'-Biphenyl]-4-yl)-2-Methyl-1H-benzo[d]Imidazol